CC=1C=C(C=CC1NC)C1=CC=CCN1CC=1C=NC=CC1 6-[3-Methyl-4-(methylamino)phenyl]-N-(3-pyridylmethyl)pyridine